ClC1=C(C(=CC=C1Cl)OCOCC[Si](C)(C)C)C1C(C(N(C1)C(=O)OC(C)(C)C)=O)F rac-tert-butyl 4-(2,3-dichloro-6-((2-(trimethylsilyl)ethoxy)methoxy)phenyl)-3-fluoro-2-oxopyrrolidine-1-carboxylate